1-(4-methoxybenzyl)-5-(3-methyl-1H-pyrazolo[3,4-b]pyridin-1-yl)-1H-pyrazol-4-amine COC1=CC=C(CN2N=CC(=C2N2N=C(C=3C2=NC=CC3)C)N)C=C1